C(C)OC(=O)[C@@H]1[C@H](C1)C1=NC=C(C=C1)O (1S,2S)-2-(5-hydroxy-pyridin-2-yl)-cyclopropanecarboxylic acid ethyl ester